tert-butyl (7-(1-(4-(4-amino-2-oxopyrimidin-1(2H)-yl)phenyl)propan-2-yl)-7-azaspiro[3.5]nonan-2-yl)carbamate NC1=NC(N(C=C1)C1=CC=C(C=C1)CC(C)N1CCC2(CC(C2)NC(OC(C)(C)C)=O)CC1)=O